(4-((1S,4S)-4-((R)-1-((4-Chlorophenyl)amino)-1-oxopropan-2-yl)cyclohexyl)quinolin-6-yl)diphenylsulfonium trifluoromethanesulfonate FC(S(=O)(=O)[O-])(F)F.ClC1=CC=C(C=C1)NC([C@H](C)C1CCC(CC1)C1=CC=NC2=CC=C(C=C12)[S+](C1=CC=CC=C1)C1=CC=CC=C1)=O